Cl.NC1C(C(C1(C)C)C1=CC(=C(C#N)C=C1)Cl)(C)C 4-((1r,3r)-3-amino-2,2,4,4-tetramethylcyclobutyl)-2-chlorobenzonitrile hydrochloride